4-(4-Bromopiperidin-1-yl)aniline BrC1CCN(CC1)C1=CC=C(N)C=C1